N-(3-(N-methyl-N-phenylsulfamoyl)phenyl)-2-(methylthio)nicotinamide CN(S(=O)(=O)C=1C=C(C=CC1)NC(C1=C(N=CC=C1)SC)=O)C1=CC=CC=C1